CC(C=1C(=CC=CC1)C(=O)NCCCCCC(=O)ON1C(C(CC1=O)S(=O)(=O)O)=O)SSC1=NC=CC=C1 Sulfosuccinimidyl 6-(α-methyl-α-[2-pyridyldithio]-toluamido)hexanoate